NC1(C(C2=NC3=CC=CC=C3N=C2C=C1)(N)N)N tetraamino-dihydrophenazine